Tert-butyl 6-((4-(5-(azetidin-1-yl)pyridin-3-yl)-1H-1,2,3-triazol-1-yl)methyl)-2-((4,4-dimethylpiperidin-1-yl)methyl)-1H-indole-1-carboxylate N1(CCC1)C=1C=C(C=NC1)C=1N=NN(C1)CC1=CC=C2C=C(N(C2=C1)C(=O)OC(C)(C)C)CN1CCC(CC1)(C)C